2'-[(Pyridin-2-yl)methyl]-8'-(trifluoromethyl)-2',5'-dihydrospiro[cyclobutane-1,4'-furo[2,3-g]indazole]-7'-carboxylic acid ethyl ester C(C)OC(=O)C1=C(C2=C(CC3(C4=CN(N=C24)CC2=NC=CC=C2)CCC3)O1)C(F)(F)F